CC(=O)NCC[C@@H](C(=O)O)N N(γ)-Acetyldiaminobutyrate